ethyl 4-hydroxy-1-methyl-2-oxo-6-(4-(trifluoromethyl) phenyl)-1,2,5,6-tetrahydropyridine-3-carboxylate OC1=C(C(N(C(C1)C1=CC=C(C=C1)C(F)(F)F)C)=O)C(=O)OCC